4,4'-(difluoromethylene)dibenzoic acid FC(C1=CC=C(C(=O)O)C=C1)(C1=CC=C(C(=O)O)C=C1)F